N-[4-(difluoromethoxy)-2,5-difluorophenyl]-4-[(3-methoxyphenyl)methyl]-1H-pyrrole-3-sulfonamide FC(OC1=CC(=C(C=C1F)NS(=O)(=O)C1=CNC=C1CC1=CC(=CC=C1)OC)F)F